(1E)-3-(methoxymethylamino)-1-methyl-3-oxo-1-propen-1-yl dimethyl phosphate P(=O)(O\C(=C\C(=O)NCOC)\C)(OC)OC